3-(3,4-difluorophenyl)-4,6-difluoro-7-(4-propylphenyl)dibenzo[b,d]furan FC=1C=C(C=CC1F)C=1C=CC2=C(OC3=C2C=CC(=C3F)C3=CC=C(C=C3)CCC)C1F